O-tert-Butyl-L-serine tert-butyl ester C(C)(C)(C)OC([C@@H](N)COC(C)(C)C)=O